COC(C(C1=CC=CC=C1)OC)C1=CC=CC=C1 1,2-diphenylethylene glycol dimethyl ether